NC1=NN(C2=CC=CC(=C12)N1CCOCC1)C(=O)C1(CC1)C(=O)NC1=CC=C(C=C1)OC (3-amino-4-morpholinyl-1H-indazole-1-carbonyl)-N-(4-methoxyphenyl)cyclopropane-1-carboxamide